N1N=CC2=C(C=CC=C12)C[C@@H](C)NCC(CO[Si](C1=CC=CC=C1)(C1=CC=CC=C1)C(C)(C)C)(F)F (R)-N-(1-(1H-indazol-4-yl)propan-2-yl)-3-((tert-butyldiphenylsilyl)oxy)-2,2-difluoropropan-1-amine